C(C)(C)(C)OC(=O)N1CCC2(NC(C(S2)CCC=2OC=CC2)=O)CC1 (2-(furan-2-yl)ethyl)-3-oxo-1-thia-4,8-diazaspiro[4.5]Decane-8-carboxylic acid tert-butyl ester